CC1(C2=CC=CC=C2N=C2C=CC([13CH]=C12)=O)C 9,9-dimethyl-2(9H)-acridone-13C